NC1=C2C(=NC=N1)N(N=C2C)C(C)C=2C(=C(C(=C(C2)Cl)Cl)C2CN(C2)CCO)OC 2-(3-{3-[1-(4-amino-3-methyl-1H-pyrazolo[3,4-d]pyrimidin-1-yl)ethyl]-5,6-dichloro-2-methoxyphenyl}azetidin-1-yl)ethanol